methyl 3-iodo-1H-indazole-5-carboxylate IC1=NNC2=CC=C(C=C12)C(=O)OC